CS(=O)(=O)C=1C(=C(C=CC1)C=1C2=C(C(=NC1)OC)N=C(S2)NC(=O)N2CC1(CC2)CCOCC1)N 8-Oxa-2-aza-spiro[4.5]decane-2-carboxylic acid [7-(3-methanesulfonyl-amino-phenyl)-4-methoxy-thiazolo[4,5-c]pyridin-2-yl]-amide